C(C(C(=O)OCC)C(=O)OCC)(C(=O)OCC)C(=O)OCC Tetraethyl ethane-1,1,2,2-tetracarboxylate